BrC=1C=NC(=NC1)C=1C=C(CC2(C[C@H]3O[C@H]3C2)C(=O)[O-])C=CC1 (1R,3s,5S)-3-(3-(5-bromopyrimidin-2-yl)benzyl)-6-oxabicyclo[3.1.0]hexane-3-carboxylate